(5-methyl-2-(2-methylthiazol-4-yl)phenyl)(2-((2-methylbenzo[d]thiazol-6-yl)methyl)pyrazolidin-1-yl)methanone CC=1C=CC(=C(C1)C(=O)N1N(CCC1)CC1=CC2=C(N=C(S2)C)C=C1)C=1N=C(SC1)C